(1-(3-cyano-6-hydroxypyrazolo[1,5-a]pyridin-4-yl)-1H-pyrazol-4-yl)carbamate C(#N)C=1C=NN2C1C(=CC(=C2)O)N2N=CC(=C2)NC([O-])=O